N=1NC=C2C1C=1C=CC(=NC1CC2)C(=O)N 4,5-dihydro-2H-pyrazolo[3,4-f]quinoline-7-carboxamide